(E)-5-chloro-N-(2-methoxy-5-(4-(4-(4-oxopent-2-enoyl)piperazin-1-yl)quinazolin-6-yl)pyridin-3-yl)thiazole-2-sulfonamide ClC1=CN=C(S1)S(=O)(=O)NC=1C(=NC=C(C1)C=1C=C2C(=NC=NC2=CC1)N1CCN(CC1)C(\C=C\C(C)=O)=O)OC